N-[(5-methylfuran-2-yl)methyl]-3-{[6-(propan-2-yl)pyridazin-3-yl]amino}benzamide CC1=CC=C(O1)CNC(C1=CC(=CC=C1)NC=1N=NC(=CC1)C(C)C)=O